C1(CC1)NC(=O)C=1C=NN2C1N=C(C=C2NC)NC2=C(C=CC=C2)OC(F)(F)F N-cyclopropyl-7-(methylamino)-5-((2-(trifluoromethoxy)phenyl)amino)pyrazolo[1,5-a]pyrimidine-3-carboxamide